4-(1-(2,6-dioxopiperidin-3-yl)-3-methyl-2-oxo-2,3-dihydro-1H-benzo[d]imidazole-5-yl)-[1,4'-bipiperidine]-1'-carboxylate O=C1NC(CCC1N1C(N(C2=C1C=CC(=C2)C2CCN(CC2)C2CCN(CC2)C(=O)[O-])C)=O)=O